NCCN1CCN(CC1)CCN 1,4-bis(2-aminoethyl)-piperazine